1-([1,1'-biphenyl]-3-yl)-3-(pyridin-3-yl)quinazoline-2,4(1H,3H)-dione C1(=CC(=CC=C1)N1C(N(C(C2=CC=CC=C12)=O)C=1C=NC=CC1)=O)C1=CC=CC=C1